C(=O)(OCC1=CC=CC=C1)N[C@@H](CC1=CNC=N1)C(=O)O N-Cbz-L-histidine